1-chloro-2-(2,2-difluorovinyl)benzene (S)-tert-butyl-3-methyl-6-(2-((R)-1-methylpyrrolidin-3-yl)-2H-indazol-6-yl)-3,4-dihydropyridine-1(2H)-carboxylate C(C)(C)(C)OC(=O)N1C[C@H](CC=C1C=1C=CC2=CN(N=C2C1)[C@H]1CN(CC1)C)C.ClC1=C(C=CC=C1)C=C(F)F